NC1=NC2=C(C=3N1N=C(N3)C3=NC=CC=C3)C(=C(N2CCN2CCN(CC2)C2=CC=C(C=C2)OCC(=O)OC(C)(C)C)C(=O)OC)C methyl 5-amino-7-(2-(4-(4-(2-(tert-butoxy)-2-oxoethoxy) phenyl) piperazin-1-yl) ethyl)-9-methyl-2-(pyridin-2-yl)-7H-pyrrolo[3,2-e][1,2,4]triazolo[1,5-c]pyrimidine-8-carboxylate